C(C)O[Si](OCC)(OCC)CN1N=CC2=C1C=CC=C2 1-(Triethoxysilylmethyl)benzo[d]-1,2-diazole